C1(=CC=CC=C1)C1=C(C(=NN=N1)C1=C(C(=CC=C1)C1=CC=CC=C1)C1=NC2=C3C(C=CC2=C1)=NC=1C=CC=CC13)C1=CC=CC=C1 di(phenyl)[(phenyl)indoloindolylphenyl]triazine